N-(1,1-dioxido-2,3-dihydrothiophen-3-yl)-2-oxo-6-(tetrahydro-2H-pyran-3-yl)-1,2-dihydropyridine-3-carboxamide O=S1(CC(C=C1)NC(=O)C=1C(NC(=CC1)C1COCCC1)=O)=O